FC=1C=C(C=C(C1)F)[C@@H]1CCN2N1C(C1(C2)CCN(CC1)C1=NC=NC(=C1)N1CCCC1)=O (S)-7'-(3,5-difluorophenyl)-1-(6-(pyrrolidin-1-yl)pyrimidin-4-yl)dihydro-1'H,3'H,5'H-spiro[piperidine-4,2'-pyrazolo[1,2-a]pyrazol]-1'-one